ClC=1C=C2C(=CC1)NC(C21CCN(CC1)CCOC1=CC2=C(N(C=N2)C2CC(C2)(C)O)C(=C1)F)=O 5-chloro-1'-(2-((7-fluoro-1-((cis)-3-hydroxy-3-methylcyclobutyl)-1H-benzo[d]imidazol-5-yl)oxy)ethyl)spiro[indoline-3,4'-piperidin]-2-one